(E)-N-(5-((5-((3-imino-3-(isopropylamino)propyl)carbamoyl)-1-methyl-1H-pyrrol-3-yl)carbamoyl)-1-methyl-1H-pyrrol-3-yl)-6-(3-methoxystyryl)nicotinamide N=C(CCNC(=O)C1=CC(=CN1C)NC(=O)C1=CC(=CN1C)NC(C1=CN=C(C=C1)\C=C\C1=CC(=CC=C1)OC)=O)NC(C)C